p-methanesulfonyl-phenylserinol tert-butyl-3-(dimethylcarbamoyl)-7,8-dihydro-4H-pyrazolo[1,5-a][1,4]diazepine-5(6H)-carboxylate C(C)(C)(C)C1=NN2C(CN(CCC2)C(=O)OC[C@H](NC2=CC=C(C=C2)S(=O)(=O)C)CO)=C1C(N(C)C)=O